(2R)-2-[(tert-butoxycarbonyl)amino]propanoic acid C(C)(C)(C)OC(=O)N[C@@H](C(=O)O)C